ClCC(=O)NCC1CCN(CC1)C(=O)OC(C)(C)C tert-Butyl 4-((2-chloroacetamido)methyl)piperidine-1-carboxylate